ClC1=CC=C(C2=C1OCCO2)N2C(CNCC2)C 8-Chloro-5-(2-methylpiperazin-1-yl)-2,3-dihydro-1,4-benzodioxine